(S)-3-Amino-1-methyl-3-(3-(4-methyl-6-(4-(trifluoromethyl)phenyl)pyrimidin-2-yl)prop-2-yn-1-yl)pyrrolidin-2-one 2-hydroxybenzoate OC1=C(C(=O)O)C=CC=C1.N[C@@]1(C(N(CC1)C)=O)CC#CC1=NC(=CC(=N1)C)C1=CC=C(C=C1)C(F)(F)F